CN1N=CC(=C1)C=1C=CC=2N(C1)N=CC2C2CCC(CC2)C(=O)OCC2=CC=CC=C2 benzyl 4-(6-(1-methyl-1H-pyrazol-4-yl)pyrazolo[1,5-a]pyridin-3-yl)cyclohexane-1-carboxylate